3-(6-Chloro-5-methylpyrimidin-4-yl)quinoline ClC1=C(C(=NC=N1)C=1C=NC2=CC=CC=C2C1)C